C(CCC)OC(CCC)OCCCC 1,1-dibutoxybutane